C(C1=CC=CC=C1)=NC1CCC(CC1)NC 4-(Benzylideneamino)-N-methyl-cyclohexanamine